(S)-1-(3-(4-amino-7-cyclopropyl-3-((2,6-dimethoxypyridin-4-yl)ethynyl)-1H-pyrazolo[4,3-c]pyridin-1-yl)pyrrolidin-1-yl)prop-2-en-1-one NC1=NC=C(C2=C1C(=NN2[C@@H]2CN(CC2)C(C=C)=O)C#CC2=CC(=NC(=C2)OC)OC)C2CC2